CC=1C(=C2C=CC=NC2=CC1)N[C@H]1CNCC1 (3R)-3-[(6-methyl-5-quinolyl)amino]Pyrrolidine